FC1=C(C=CC=C1)[C@]1([C@@H]2CCN(C[C@H]12)C1=CN=C2C(=N1)NN=C2C2=CC=1N(C=C2)N=CC1)CN ((1S,6R,7R)-7-(2-fluorophenyl)-3-(3-(pyrazolo[1,5-a]pyridin-5-yl)-1H-pyrazolo[3,4-b]pyrazin-6-yl)-3-azabicyclo[4.1.0]heptan-7-yl)methanamine